(S)-5-(3-(4-aminophenyl)-2-(4-(5-chloro-2-(1H-tetrazol-1-yl)phenyl)-2,3-dioxopiperazin-1-yl)propionamido)benzofuran-2-carboxylic acid tert-butyl ester C(C)(C)(C)OC(=O)C=1OC2=C(C1)C=C(C=C2)NC([C@H](CC2=CC=C(C=C2)N)N2C(C(N(CC2)C2=C(C=CC(=C2)Cl)N2N=NN=C2)=O)=O)=O